(1-((3-(8-Amino-6-(trifluoromethyl)imidazo[1,2-a]pyrazin-3-yl)-4-(methyl-d3)phenyl)sulfonyl)piperidin-3-yl)methanol NC=1C=2N(C=C(N1)C(F)(F)F)C(=CN2)C=2C=C(C=CC2C([2H])([2H])[2H])S(=O)(=O)N2CC(CCC2)CO